methyl (4S)-4,5-diamino-5-oxo-pentanoate hydrochloride Cl.N[C@@H](CCC(=O)OC)C(=O)N